3-(((2s,3s,4r)-3-cyclopropyl-4-fluoro-5-oxopyrrolidin-2-yl)methoxy)-5-methoxythieno[3,2-b]pyridine-6-carboxamide C1(CC1)[C@H]1[C@H](NC([C@@H]1F)=O)COC1=CSC=2C1=NC(=C(C2)C(=O)N)OC